IC=1C=2N(C(=NC1C)O)C=CN2 8-iodo-7-methylimidazo[1,2-c]pyrimidin-5-ol